N=1C=NN2C1C=C(C=C2)OC2=CC(=C(C=C2C)NC2=NC=NC1=CC(=C(C=C21)NC(/C(=C\[C@@H]2N(CCC2)C)/F)=O)OC)OC2CC2 (R,E)-N-(4-((4-([1,2,4]triazolo[1,5-a]pyridin-7-yloxy)-2-cyclopropoxy-5-methylphenyl)amino)-7-methoxyquinazolin-6-yl)-2-fluoro-3-(1-methylpyrrolidin-2-yl)acrylamide